(E)-1-methyl-N-(1-methyl-5-(piperidine-1-carbonyl)-1H-pyrrol-3-yl)-4-(4-(2-(quinolin-3-yl)vinyl)benzamido)-1H-pyrrole-2-carboxamide CN1C(=CC(=C1)NC(C1=CC=C(C=C1)\C=C\C=1C=NC2=CC=CC=C2C1)=O)C(=O)NC1=CN(C(=C1)C(=O)N1CCCCC1)C